CN1N=CC(=C1)C#CC1=CC=C2C=3C(=C(N(C(C13)=O)C1=CC=CC=C1)[C@@H](C)NC(=O)C=1C(=NN3C1N=CC=C3)NS(N)(=O)=O)CO2 (R)-N-(1-(6-((1-methyl-1H-pyrazol-4-yl)ethynyl)-5-oxo-4-phenyl-4,5-dihydro-2H-furo[4,3,2-de]isoquinolin-3-yl)ethyl)-2-(sulfamoylamino)pyrazolo[1,5-a]pyrimidine-3-carboxamide